1,1-diethyl-3-((6aR,9S)-7-(methyl-d3)-4,6,6a,7,8,9-hexahydroindolo[4,3-fg]quinolin-9-yl)urea C(C)N(C(=O)N[C@@H]1CN([C@@H]2CC=3C4=C(C2=C1)C=CC=C4NC3)C([2H])([2H])[2H])CC